CSC(=C(C(=O)[O-])C#N)SC 3,3-dimethylthio-2-cyanoacrylate